2-bromo-N1,N1-bis(4-(tert-butyl)phenyl)-5-methyl-N3,N3-di(naphthalen-1-yl)benzene-1,3-diamine BrC1=C(C=C(C=C1N(C1=CC=CC2=CC=CC=C12)C1=CC=CC2=CC=CC=C12)C)N(C1=CC=C(C=C1)C(C)(C)C)C1=CC=C(C=C1)C(C)(C)C